4-((2-hydroxy-2-methylcyclopentyl)amino)-2-(methylthio)pyrimidine-5-carbaldehyde OC1(C(CCC1)NC1=NC(=NC=C1C=O)SC)C